ClC1=C(C=CC=C1)C(=O)C1CN(CCC1)CC1CC1 (2-chlorophenyl)(1-(cyclopropylmethyl)piperidin-3-yl)methanone